C(C)(C)(C)C=1SC=C(N1)CN1CCCCC1 1-((2-(tert-butyl)thiazol-4-yl)methyl)piperidin